(3S,6R)-3-Methyl-6-isopropenyl-9-decen-1-yl-acetat C[C@@H](CCCC(=O)[O-])CC[C@@H](CCC=C)C(=C)C